C(C)N1N=C(N=C1)NC(=O)C1=CC=2N(C=C1)N=C(C2CC)C(C2=CC=CC=C2)(C2=CC=CC=C2)O 3-Ethyl-2-(hydroxy-diphenyl-methyl)-pyrazolo[1,5-a]pyridine-5-carboxylic acid (1-ethyl-1H-[1,2,4]triazol-3-yl)-amide